O=CCN1CC(N(C(C1)C)C)C 2-oxoethyl-3,4,5-trimethylpiperazine